tert-butyl 4-[5-[[4-[[(7R)-8-cyclopentyl-7-ethyl-5-methyl-6-oxo-7H-pteridin-2-yl]amino]-3-methoxy-benzoyl]amino]pentoxy]piperidine-1-carboxylate C1(CCCC1)N1[C@@H](C(N(C=2C=NC(=NC12)NC1=C(C=C(C(=O)NCCCCCOC2CCN(CC2)C(=O)OC(C)(C)C)C=C1)OC)C)=O)CC